C(CC)N1C=[NH+]C=C1 N-propylimidazolium